C(C)(=O)N1CC(C1)C1=CN(C2=C1C=NC(=C2)NC(C)=O)C2=NC(=CC(=C2)C)[C@]2(COCC2)OC (R)-N-(3-(1-Acetylazetidin-3-yl)-1-(6-(3-methoxytetrahydrofuran-3-yl)-4-methyl-Pyridin-2-yl)-1H-pyrrolo[3,2-c]pyridin-6-yl)acetamide